BrC=1C=2C3=C(C(N(C3=CC1)C1C(N(C(CC1)=O)CC1=CC=C(C=C1)OC)=O)=O)C=CC2 3-(6-bromo-2-oxobenzo[cd]indol-1(2H)-yl)-1-(4-methoxybenzyl)piperidine-2,6-dione